5-heptene-2,3-dicarboxylic acid diglycidyl ester C(C1CO1)OC(=O)C(C)C(CC=CC)C(=O)OCC1CO1